[SH3+].[SH3+] sulfonium (sulfonium)